5-bromo-2-fluoro-N,N-dimethyl-3-nitrobenzamide BrC=1C=C(C(=C(C(=O)N(C)C)C1)F)[N+](=O)[O-]